4-vinyl-yl-cyclohexene C(=C)=C1CC=CCC1